2-hydroxy-4-(5-pentylpicolinamido)benzoic acid hydrogen chloride Cl.OC1=C(C(=O)O)C=CC(=C1)NC(C1=NC=C(C=C1)CCCCC)=O